C[Si](OCCI)(C(C)(C)C)C Dimethyl-t-butyl-(2-iodoethoxy)silane